BrC1=CC=2C(C3=CC(=CC=C3N(C2C=C1)CCCCP(O)(O)=O)Br)(C)C [4-(2,7-dibromo-9,9-dimethylacridin-10(9H)-yl)butyl]phosphonic acid